6-(7-(4-(trifluoromethyl)-phenoxy)-3,4-dihydro-isoquinolin-2(1H)-yl)-picolinamide FC(C1=CC=C(OC2=CC=C3CCN(CC3=C2)C2=CC=CC(=N2)C(=O)N)C=C1)(F)F